NC1=C(C(=C(C=N1)C1=CC=C(C=C1)O)CC)C1=C(C=C(C=C1)OC)F 4-[6-amino-4-ethyl-5-(2-fluoro-4-methoxy-phenyl)-3-pyridinyl]phenol